C(C)(=O)C=1C(=NC(=CC1)N1C=NC2=C1C=CC(=C2)NC=2N=NC(=CC2)C)N2CC(CC2)(C#N)C 1-[3-acetyl-6-[5-[(6-methylpyridazin-3-yl)amino]benzimidazol-1-yl]-2-pyridinyl]-3-methyl-pyrrolidine-3-carbonitrile